3-(7-bromo-3-oxo-1H-isoindol-2-yl)piperidine-2,6-dione BrC=1C=CC=C2C(N(CC12)C1C(NC(CC1)=O)=O)=O